N-(4-(2-(4-chlorophenyl)but-3-yn-2-yl)thiazol-2-yl)-3-(piperazin-1-yl)azetidine-1-carboxamide ClC1=CC=C(C=C1)C(C)(C#C)C=1N=C(SC1)NC(=O)N1CC(C1)N1CCNCC1